1-(pent-4-enyl)cyclopropanol C(CCC=C)C1(CC1)O